3-ethyl-5-methyl-1,2,3,4-tetrahydropyrimidine-2,4-dione C(C)N1C(NC=C(C1=O)C)=O